ClC1=CC2=C(NC(=N2)C(CO)C2=CC=C(C=C2)S(=O)(=O)CC)C(=C1N1CCC(CC1)(F)F)Cl 2-(5,7-dichloro-6-(4,4-difluoropiperidin-1-yl)-1H-benzo[d]imidazol-2-yl)-2-(4-(ethylsulfonyl)phenyl)ethanol